6-[5-[2-[[1,4-dimethyl-3-[(5-oxopyrrolidin-3-yl)methoxy]-6,7-dihydro-5H-cyclopenta[c]pyridin-6-yl]methylamino]ethyl]-2-oxo-1,3-oxazolidin-3-yl]-4H-pyrido[3,2-b][1,4]oxazin-3-one CC1=NC(=C(C2=C1CC(C2)CNCCC2CN(C(O2)=O)C=2C=CC=1OCC(NC1N2)=O)C)OCC2CNC(C2)=O